6,7-dioxaspiro[3.4]octane-5,8-dione C1CCC12C(OOC2=O)=O